N1=C(C=CC=2CCCNC12)CCCCN[C@@H](CCO)C(=O)O (4-(5,6,7,8-tetrahydro-1,8-naphthyridin-2-yl)butyl)-L-homoserine